5-(2-chloro-6-fluorophenyl)-2-diazo-5-hydroxy-3-oxopentanecarboxylic acid methyl ester COC(=O)CC(C(CC(O)C1=C(C=CC=C1F)Cl)=O)=[N+]=[N-]